C1=CC=CC=2C3=CC=CC=C3C(C12)COC(=O)N[C@@H](CCCCNC([C@@H](NC(=O)OC(C)(C)C)CCCCNC(CC[C@@H](C(=O)OC(C)(C)C)NC(CCCCCCCCCCCCCCCCP(=O)(OC(C)(C)C)OC(C)(C)C)=O)=O)=O)C(=O)O N2-(((9H-fluoren-9-yl)methoxy)carbonyl)-N6-(N6-((S)-5-(tert-butoxy)-4-(17-(di-tert-butoxyphosphoryl)heptadecanamido)-5-oxopentanoyl)-N2-(tert-butoxycarbonyl)-L-lysyl)-L-lysine